C(N)(=O)C=1SC=2CN(CCC2N1)C(=O)OC(C)(C)C tert-Butyl 2-carbamoyl-6,7-dihydrothiazolo[5,4-c]pyridine-5(4H)-carboxylate